N(=C=O)CC1=CC(=CC=C1)CN=C=O 1,3-diisocyanatomethylbenzene